(4-(3,5-difluoro-2-(trifluoromethyl)phenyl)piperidin-1-yl)(5-ethyl-4,5,6,7-tetrahydro-1H-pyrazolo[4,3-c]pyridin-3-yl)methanone FC=1C(=C(C=C(C1)F)C1CCN(CC1)C(=O)C1=NNC2=C1CN(CC2)CC)C(F)(F)F